N-(2-aminoethyl)-3-aminoethylbenzyl-aminoethyltrimethoxysilane NCCNCC[Si](OCCC1=CC(=CC=C1)CCN)(OC)OC